[1,2]Oxaborolidine O1BCCC1